FC=1C=C(C=C(C1)F)C1OC(=C(C1=O)OC(C)=O)N 2-(3,5-difluorophenyl)-4-(acetoxy)-5-amino-3(2H)-furanone